NC1=NC=C(C2=C1C(=NN2[C@@H]2CN(CC2)C(C=C)=O)C#CC2=CC(=CC(=C2)OC)OC)C(C)F 1-((3S)-3-(4-amino-3-((3,5-dimethoxyphenyl)ethynyl)-7-(1-fluoroethyl)-1H-pyrazolo[4,3-c]pyridin-1-yl)pyrrolidin-1-yl)prop-2-en-1-one